ClC1=CC(=C(C=C1)NC(OC1=CC=CC=C1)=O)OC phenyl (4-chloro-2-methoxyphenyl)carbamate